C1C(CCC1)C(C)(C)C1OC(CC1)C(C)(C)C1CCCC1 2,5-bis[2-(cyclopentan-2-yl)propan-2-yl]oxolane